6-chloro-4-[1-[1-(6-fluoropyridin-3-yl)ethyl]-1H-pyrazol-4-yl]pyridazin-3-amine ClC1=CC(=C(N=N1)N)C=1C=NN(C1)C(C)C=1C=NC(=CC1)F